N-((1R,6S)-6-((1-cyclobutylpiperidin-4-yl)oxy)-2,2-difluorocyclohexyl)-2-(2-cyclopropyl-3',5'-difluoro-[1,1'-biphenyl]-3-yl)acetamide C1(CCC1)N1CCC(CC1)O[C@H]1CCCC([C@@H]1NC(CC=1C(=C(C=CC1)C1=CC(=CC(=C1)F)F)C1CC1)=O)(F)F